5-(8-(7-fluoro-5-azaspiro[2.4]heptan-5-yl)imidazo[1,2-b]pyridazin-6-yl)pyrimidine-2,4(1H,3H)-dione FC1CN(CC12CC2)C=2C=1N(N=C(C2)C=2C(NC(NC2)=O)=O)C=CN1